{4-[(2-(1-cyclohexylethoxy)-4-{3-[(1R)-1-(dibenzylamino)ethyl]-4-methyl-5-oxo-4,5-dihydro-1H-1,2,4-triazol-1-yl}-5-fluorobenzoyl)amino]-3-methylphenyl}carbamic acid tert-butyl ester C(C)(C)(C)OC(NC1=CC(=C(C=C1)NC(C1=C(C=C(C(=C1)F)N1N=C(N(C1=O)C)[C@@H](C)N(CC1=CC=CC=C1)CC1=CC=CC=C1)OC(C)C1CCCCC1)=O)C)=O